3-BROMO-BENZO[B]THIOPHENE-2-CARBOXALDEHYDE BrC=1C2=C(SC1C=O)C=CC=C2